(R)-2,3,5,6,11,11b-hexahydro-1H-indolizino[8,7-b]indole C1CCN2CCC3=C(NC4=CC=CC=C34)[C@@H]12